benzyl N-[[2-[4-[(5-cyclopentyl-1H-pyrazol-3-yl) amino] pyrimidin-2-yl]-2-azabicyclo[2.1.1]hex-4-yl] methyl]-N-methyl-carbamate C1(CCCC1)C1=CC(=NN1)NC1=NC(=NC=C1)N1C2CC(C1)(C2)CN(C(OCC2=CC=CC=C2)=O)C